(2R,3R,4S,5R,6R)-6-((7,7-dimethyl-1-oxa-2-azaspiro[4.4]non-2-en-3-yl)methyl)-2-(hydroxymethyl)-5-methoxy-4-(4-(3,4,5-trifluorophenyl)-1H-1,2,3-triazol-1-yl)tetrahydro-2H-pyran-3-ol CC1(CC2(CC(=NO2)C[C@@H]2[C@@H]([C@H]([C@H]([C@H](O2)CO)O)N2N=NC(=C2)C2=CC(=C(C(=C2)F)F)F)OC)CC1)C